ClC1=C(C(=O)O)C=CC=C1C1=NC=CC=C1 2-chloro-3-(pyridin-2-yl)benzoic acid